hafnium tetra-propoxide [O-]CCC.[O-]CCC.[O-]CCC.[O-]CCC.[Hf+4]